3-(5-Ethyl-1,3-thiazol-2-yl)-5-[(2R)-tetrahydrofuran-2-ylmethoxy]benzoic acid C(C)C1=CN=C(S1)C=1C=C(C(=O)O)C=C(C1)OC[C@@H]1OCCC1